N-(2,6-difluorophenyl)-5-fluoro-4-[3-(hydroxymethyl)-4-methyl-5-oxo-4,5-dihydro-1H-1,2,4-triazol-1-yl]-2-{[(2S)-1,1,1-trifluoropropan-2-yl]oxy}benzamide FC1=C(C(=CC=C1)F)NC(C1=C(C=C(C(=C1)F)N1N=C(N(C1=O)C)CO)O[C@H](C(F)(F)F)C)=O